NCC1=CC=C(C=C1)[NH-] 4-aminomethyl-phenyl-amide